ClC1=NC=2N(C(=C1)[C@@H]1[C@H](C1)C1=CC=C(C=C1)C(F)(F)F)N=CN2 5-chloro-7-((1S,2S)-2-(4-(trifluoromethyl)phenyl)cyclopropyl)-[1,2,4]triazolo[1,5-a]pyrimidine